trans-4-dimethylamino-but-2-ene-amide CN(C/C=C/C(=O)N)C